8-(4-(1-hydroxy-2,2-dimethylpropyl)-6-methoxybenzo[d]thiazol-2-yl)-3-methoxyquinoxaline-6-carbonitrile OC(C(C)(C)C)C1=CC(=CC2=C1N=C(S2)C=2C=C(C=C1N=C(C=NC21)OC)C#N)OC